C(C)(C)(C)OC(=O)N1CC2(C1)C(NC2)C 5-methyl-2,6-diazaspiro[3.3]heptane-2-carboxylic acid tert-butyl ester